3-bromo-2-(bromomethyl)-5-fluorobenzoic acid methyl ester COC(C1=C(C(=CC(=C1)F)Br)CBr)=O